tert-butyl (2-(6-bromo-1-(2,2,2-trifluoroethyl)-1H-indol-3-yl)ethyl)(N,N-dimethylsulfamoyl)carbamate BrC1=CC=C2C(=CN(C2=C1)CC(F)(F)F)CCN(C(OC(C)(C)C)=O)S(N(C)C)(=O)=O